C(C)(=O)N1N=C(C=C1)C1CC(C2=CC(=CC=C12)CC(=O)O)=O.C(C)(=O)N1N=C(C=C1)C1CC(C2=CC(=CC=C12)CC(=O)O)=O [1-(1-acetylpyrazol-3-yl)-3-oxo-indan-5-yl]acetate ([1-(1-acetylpyrazol-3-yl)-3-oxo-indan-5-yl] acetate)